C(C)(C)N1C=NC2=C1C=C(C=C2)C(=O)O isopropyl-1H-benzo[d]imidazole-6-carboxylic acid